NC1=CC=C(CN2C(N(CC3=C2N=C(N=C3)NC3=CC=C(C=C3)N3CCN(CC3)CC(=O)OC(C)(C)C)C3=CC(=CC(=C3)OC)OC)=O)C=C1 tert-Butyl 2-(4-(4-((8-(4-aminobenzyl)-6-(3,5-dimethoxyphenyl)-7-oxo-5,6,7,8-tetrahydropyrimido[4,5-d]pyrimidin-2-yl)amino)phenyl)piperazin-1-yl)acetate